N1(CCCCC1)C1(CCCCC1)CO (1-(piperidin-1-yl)cyclohexyl)methanol